7-isopropyl-4-phenyl-7H-pyrrolo[2,3-d]pyrimidine C(C)(C)N1C=CC2=C1N=CN=C2C2=CC=CC=C2